(5-chloropyridin-3-yl)-3-(imidazol-1-yl)-5-(2-methoxyethoxy)benzamide ClC=1C=C(C=NC1)C1=C(C(=O)N)C=C(C=C1N1C=NC=C1)OCCOC